FC1(CCN(CC1)CC1=CC=C(C(=O)NC2=CC(=CC=C2)N2C(NC(CC2)=O)=O)C=C1)F 4-((4,4-difluoropiperidin-1-yl)methyl)-N-(3-(2,4-dioxotetrahydropyrimidin-1(2H)-yl)phenyl)benzamide